[Ru](Cl)Cl.C(C1=CC=CC=C1)=C1C(C(CCC1)P(C1CCCCC1)C1CCCCC1)=C1N(C=CN1C(C)C1=CC=CC=C1)C(C)C1=CC=CC=C1 benzylidene[1,3-di(1-phenylethyl)-4-imidazolin-2-ylidene](tricyclohexylphosphine) ruthenium dichloride